tetrapalmityl-spermine C(CCCCCCCCCCCCCCC)C(N(CCCCCCCCCCCCCCCC)CCCCCCCCCCCCCCCC)(CCNCCCCNCCCN)CCCCCCCCCCCCCCCC